3-methyl-1-(oxetan-4-yl)pyrazol-4-amine CC1=NN(C=C1N)C1CCO1